CC(C#CCC=CC(=O)O)(C)C=CC(=O)O.C(C)NC(C1=CC(=C(C=C1)NC1=NC=C2N(C(N(C2=N1)C1CCOCC1)=O)C)C)=O N-ethyl-3-methyl-4-((7-methyl-8-oxo-9-(tetrahydro-2H-pyran-4-yl)-8,9-dihydro-7H-purin-2-yl)amino)benzamide 4-methylpent-2-yne-1,4-diyl-diacrylate